(1r,2'S,4S)-4-(3-chloroanilino)-5'-fluoro-2'-{(2R)-2-methyl-3-[(thieno[3,2-b]pyridin-7-yl)oxy]propyl}-2',3'-dihydrospiro[cyclohexane-1,1'-indene]-4-carboxylic acid ClC=1C=C(NC2(CCC3([C@H](CC4=CC(=CC=C34)F)C[C@H](COC3=C4C(=NC=C3)C=CS4)C)CC2)C(=O)O)C=CC1